ClC=1N=CC2=C(N1)N(C=C2I)COCC[Si](C)(C)C 2-chloro-5-iodo-7-{[2-(trimethylsilyl)ethoxy]methyl}-7H-pyrrolo[2,3-d]pyrimidine